3-cyclopropyl-N-(2-fluoro-2-methyl-propyl)-7-(3-pyridyl)-N-(2-trimethylsilylethoxymethyl)-7,8-dihydro-6H-cyclopenta[g]isoquinoline-5-sulfonamide C1(CC1)C=1N=CC=2C=C3C(=C(C2C1)S(=O)(=O)N(COCC[Si](C)(C)C)CC(C)(C)F)CC(C3)C=3C=NC=CC3